BrC=1C=C(C=2C=C(N=CC2C1)NC)C#N 7-bromo-3-(methylamino)isoquinoline-5-carbonitrile